3-((S)-3-((R)-8-(1-ethyl-4-oxo-1,4-dihydropyridin-3-ylsulfonyl)-1-oxa-8-azaspiro[4.5]dec-3-ylamino)-2-hydroxypropoxy)benzenesulfonamide C(C)N1C=C(C(C=C1)=O)S(=O)(=O)N1CCC2(C[C@H](CO2)NC[C@@H](COC=2C=C(C=CC2)S(=O)(=O)N)O)CC1